CNC[C@H]1OCCC=2C=CC3=C(C12)COC3 (S)-N-methyl-1-(1,6,7,9-tetrahydro-3H-furo[3,4-h]isochromen-9-yl)methanamine